ClP(C1=CC=C(C=C1)[Si](CCCC)(CCCC)CCCC)C1=CC=C(C=C1)[Si](CCCC)(CCCC)CCCC chlorobis(4-(tributylsilyl)phenyl)phosphane